CC1=C(C=NC(=C1)C(CC)=O)C1=NC=C2C=C(N=CC2=C1)NC(=O)[C@H]1OCC1 (S)-N-(7-(4-methyl-6-propionylpyridin-3-yl)-2,6-naphthyridin-3-yl)oxetane-2-carboxamide